N-(5-((4-chlorobenzyl)oxy)-1,3,4-thiadiazol-2-yl)-1-(2-chlorophenyl)-1H-imidazole-5-carboxamide ClC1=CC=C(COC2=NN=C(S2)NC(=O)C2=CN=CN2C2=C(C=CC=C2)Cl)C=C1